C1N(CC12CNC2)C2=CC(=CC(=N2)N2CC(CCC2)CNS(=O)(=O)C)C2=CN=C1N2N=C(C=C1)C(F)F N-[[1-[6-(2,6-diazaspiro[3.3]heptane-2-yl)-4-[6-(difluoromethyl)imidazo[1,2-b]pyridazin-3-yl]-2-pyridinyl]-3-piperidinyl]methyl]methanesulfonamide